calcium-terbium [Tb].[Ca]